N-(6-(5-chloro-7-(cyano(2,2-difluoroacetamido)methyl)-6-fluoro-1H-indazol-4-yl)imidazo[1,2-a]pyrazin-2-yl)-2-fluorocyclopropane-1-carboxamide ClC=1C(=C2C=NNC2=C(C1F)C(NC(C(F)F)=O)C#N)C=1N=CC=2N(C1)C=C(N2)NC(=O)C2C(C2)F